NC1=NC=NN2C1=C(C=C2C=2C=CC(N(C2)[C@@H]2CN(C[C@@H]2F)C(CC(C)C)=O)OC[2H])C(F)(F)F 5-[4-amino-5-(trifluoromethyl)pyrrolo[2,1-f][1,2,4]triazin-7-yl]-N-[(3R,4S)-4-fluoro-1-(3-methylbutanoyl)pyrrolidin-3-yl]-2-(deutero)methoxypyridine